1-((5-(5-(difluoromethyl)-1,3,4-oxadiazol-2-yl)pyridin-2-yl)methyl)-6-fluoro-5-(1H-indol-4-yl)-3-(2-morpholinoethyl)-1,3-dihydro-2H-benzo[d]imidazol-2-one FC(C1=NN=C(O1)C=1C=CC(=NC1)CN1C(N(C2=C1C=C(C(=C2)C2=C1C=CNC1=CC=C2)F)CCN2CCOCC2)=O)F